methyl 3-fluoro-2-methyl-6-morpholin-4-ylbenzoate FC=1C(=C(C(=O)OC)C(=CC1)N1CCOCC1)C